C[C@@H](C(=O)O)NC(=O)[C@@H](C)O[C@@H]1[C@H]([C@H](O[C@@H]([C@H]1O)CO)OP(=O)(O)OP(=O)(O)OC[C@@H]2[C@H]([C@H]([C@@H](O2)N3C=CC(=O)NC3=O)O)O)NC(=O)C The molecule is a UDP-N-acetylmuramoyl-L-alanine(3-) in which the D-muramoyl fragment has alpha-configuration at its anomeric centre. It is a conjugate acid of an UDP-N-acetyl-alpha-D-muramoyl-L-alaninate(3-).